C(C)OP(=O)(OCC)CC1=CC(=C2C=CC(=CC2=C1)C(=O)OC)OS(=O)(=O)C(F)(F)F methyl 7-((diethoxyphosphoryl) methyl)-5-(((trifluoromethyl) sulfonyl) oxy)-2-naphthoate